C(C)(C)(C)C(Cl)OC(CCC(=O)O)=O Butanedioic acid tert-butylchloromethyl ester